((1S,2S)-2-(pyridin-2-yldisulfanyl) cyclopentyl) carbonate C(O[C@@H]1[C@H](CCC1)SSC1=NC=CC=C1)([O-])=O